2-((8-Acetamido-2-bromo-6-fluoro-5-methyl-1-oxo-1,2,3,4-tetrahydronaphthalen-2-yl)methoxy)ethyl acetate C(C)(=O)OCCOCC1(C(C2=C(C=C(C(=C2CC1)C)F)NC(C)=O)=O)Br